4-Bromo-3-(ethoxymethyl)benzoic acid BrC1=C(C=C(C(=O)O)C=C1)COCC